allyl α-allyloxymethylacrylate C(C=C)OCC(C(=O)OCC=C)=C